NCN1C(C=C(C=C1C)Cl)=O (aminomethyl)-4-chloro-6-methyl-1H-pyridin-2-one